C1(CC1)NC(C([C@H](CCC(C)(F)F)NC(=O)[C@H]1N(CC2(C1)CCCCC2)C([C@H](COC)NC(OC)=O)=O)=O)=O Methyl ((S)-1-((S)-3-(((S)-1-(cyclopropylamino)-6,6-difluoro-1,2-dioxoheptan-3-yl)carbamoyl)-2-azaspiro[4.5]decan-2-yl)-3-methoxy-1-oxopropan-2-yl)carbamate